COCCOC1CN(C1)C(=O)O[C@@H]1CC[C@H](CC1)C(N(C[C@@H]1CC[C@H](CC1)C1=NC(=C(C=C1)OC)C)C1=NC=CC(=C1)C=1N=C(OC1)C1CC1)=O trans-4-((4-(2-Cyclopropyloxazol-4-yl)-pyridine-2-yl)((trans-4-(5-methoxy-6-methylpyridin-2-yl)-cyclohexyl)methyl)-carbamoyl)cyclohexyl 3-(2-methoxyethoxy)-azetidine-1-carboxylate